4-(tert-butoxycarbonyl)-1,4-oxazepane-3-carboxylic acid C(C)(C)(C)OC(=O)N1C(COCCC1)C(=O)O